NC=1C(=CC2=C(OC(O2)([2H])[2H])C1)C(CCl)=O 1-(6-aminobenzo[d][1,3]dioxol-5-yl-2,2-d2)-2-chloroethan-1-one